methyl 2-(4,4-difluoroazepan-1-yl)-6-methylnicotinate FC1(CCN(CCC1)C1=C(C(=O)OC)C=CC(=N1)C)F